N-[5-[5-[[(2S)-5,5-dimethylmorpholin-2-yl]methoxy]-2-methyl-4-pyridyl]pyrazolo[1,5-a]pyridin-2-yl]cyclopropanecarboxamide CC1(CO[C@@H](CN1)COC=1C(=CC(=NC1)C)C1=CC=2N(C=C1)N=C(C2)NC(=O)C2CC2)C